tert-amyl alcoholate C(C)(C)(CC)[O-]